NC(C(=O)O)C(C(CO)O)C 2-amino-3-methyl-4,5-dihydroxypentanoic acid